(4aR,8aS)-6-[6-[[5-(trifluoromethylsulfonyl)-2-pyridyl]methyl]-2-azaspiro[3.3]heptane-2-carbonyl]-4,4a,5,7,8,8a-hexahydropyrido[4,3-b][1,4]oxazin-3-on FC(S(=O)(=O)C=1C=CC(=NC1)CC1CC2(CN(C2)C(=O)N2C[C@@H]3[C@@H](OCC(N3)=O)CC2)C1)(F)F